C(C)(C)OC([C@@H](CC)C)=O |r| (±)-isopropyl-2-methylbutanoate